octafluorodecanediol FC(C(C(C(C(O)(O)F)(F)F)(F)F)(F)F)CCCCC